3-(5-phenyl-1,2,4-oxadiazol-3-yl)-5-(1-(tetrahydro-2H-pyran-4-yl)-1H-pyrazol-4-yl)pyridin-2-amine C1(=CC=CC=C1)C1=NC(=NO1)C=1C(=NC=C(C1)C=1C=NN(C1)C1CCOCC1)N